(R)-N-[(1S)-2,2-difluoro-1-(2-fluorophenyl)ethyl]-2-methylpropane-2-sulfinamide FC([C@H](C1=C(C=CC=C1)F)N[S@](=O)C(C)(C)C)F